ClC1=CC(N(C=C1)C(C)C=1SC(=NN1)C1=NC(=CN=C1)N1CCCC1)=O 4-chloro-1-(1-(5-(6-(pyrrolidin-1-yl)pyrazin-2-yl)-1,3,4-thiadiazol-2-yl)ethyl)pyridin-2(1H)-one